FC(C(=O)O)(F)F.FC1=CC2=CN(N=C2C(=C1)C(=O)N)C1=CC=C(C=C1)CNC 5-fluoro-2-{4-[(methylamino)methyl]phenyl}-2H-indazole-7-carboxamide trifluoroacetate salt